BrC=1C(=C(C=2CCCC2C1)C(=O)O)OCOC 6-bromo-5-(methoxymethoxy)-2,3-dihydro-1H-indene-4-carboxylic acid